CC1=NOC(=C1C=1C=C(C=CC1OCCN1CCCC1)NC(=O)[C@H]1[C@H](C1)F)C (1S,2S)-N-(3-(3,5-dimethylisoxazol-4-yl)-4-(2-(pyrrolidin-1-yl)ethoxy)phenyl)-2-fluorocyclopropane-1-carboxamide